C(#N)C=1C=C(C=CC1)C(C(=O)N[C@H](C(=O)NC1=C(C=C(C=C1)[C@H](C)[C@H](C(=O)N1CCN(CC1)C)NC(CC)=O)F)[C@@H](C)C1=CC=CC=C1)(F)F (2S,3S)-2-[2-(3-cyanophenyl)-2,2-difluoroacetamido]-N-{2-fluoro-4-[(2S,3R)-4-(4-methylpiperazin-1-yl)-4-oxo-3-propionamidobutan-2-yl]phenyl}-3-phenylbutanamide